CC1=C(C=C(C(=C1)C)[N+](=O)[O-])C=1C(N(N=C(C1)CC)C)=O (2,4-dimethyl-5-nitro-phenyl)-6-ethyl-2-methyl-pyridazin-3-one